C(CCCC)(=O)O.C(CCCC)(=O)O valeric acid, valerate salt